FC1=CC=C(C=C1)NC(=O)C1(CC1)C(=O)NC1=CC=C(C=C1)OC1=CC=NC2=CC(=CC=C12)C1=NC=NC=C1 1-N'-(4-fluorophenyl)-1-N-[4-(7-pyrimidin-4-yl-quinolin-4-yl)oxyphenyl]cyclopropane-1,1-dicarboxamide